5-(3-chloro-2-fluoro-6-(trifluoromethyl)phenyl)-2-(((2-(dimethylamino)ethyl)amino)methylene)cyclohexane ClC=1C(=C(C(=CC1)C(F)(F)F)C1CCC(CC1)=CNCCN(C)C)F